N[C@H](C)CN1N=C(N=N1)C1=CC=C(C=C1)OC1=NC=C(C=C1)Cl (R)-2-Amino-3-(5-(4-((5-chloropyridin-2-yl)oxy)phenyl)-2H-tetrazol-2-yl)propan